O=C(C(=O)[O-])CCC=O 2,5-Dioxopentanoate